ClC=1C(=NC(=NC1)NC=1C(=NN(C1)C1CCN(CC1)C(C)C)C)NCCCN1C(COCCC1)=O 4-(3-((5-chloro-2-((1-(1-isopropylpiperidin-4-yl)-3-methyl-1H-pyrazol-4-yl)amino)pyrimidin-4-yl)amino)propyl)-1,4-oxazepan-3-one